NC=1C=2N(C3=CC(=C(C=C3N1)F)C(=O)N1[C@@H]3[C@H](CC(C1)(C)C)OC1=NC(=CC=C13)C(F)(F)F)C=NC2C |r| Rac-(4-amino-7-fluoro-3-methylimidazo[1,5-a]quinoxalin-8-yl)((4aS,9bS)-3,3-dimethyl-7-(trifluoromethyl)-3,4,4a,9b-tetrahydrofuro[2,3-b:4,5-b']dipyridin-1(2H)-yl)methanone